CC1N(CC=C(C1)OS(=O)(=O)C(C(C(C(F)(F)F)(F)F)(F)F)(F)F)C(=O)OC(C)(C)C tert-Butyl 2-methyl-4-(1,1,2,2,3,3,4,4,4-nonafluorobutylsulfonyl oxy)-3,6-dihydro-2H-pyridine-1-carboxylate